C1(=CC=CC=C1)C1CN(CCC1)C(=O)OCC(CN1CC2=C(CC1)C=CS2)O 3-(4,7-dihydrothieno[2,3-c]pyridin-6(5H)-yl)-2-hydroxypropyl 3-phenylpiperidine-1-carboxylate